CC1=CC=C(C=C1)C=1C=C(C(N(N1)C=1C=NN(C1)C)=O)C(=O)NC[C@@H](C(F)(F)F)O 6-(4-methylphenyl)-2-(1-methyl-1H-pyrazol-4-yl)-3-oxo-N-[(2S)-3,3,3-trifluoro-2-hydroxypropyl]-2,3-dihydropyridazine-4-carboxamide